O1CC(C1)NC(CN1N=CC(=C1)C1=NC=2N3C(N(C(C2N1)=O)CCC)=NC=C3)=O N-(oxetan-3-yl)-2-[4-(4-oxo-5-propyl-3H-imidazo[2,1-b]purin-2-yl)pyrazol-1-yl]acetamide